BrC=1C(=C(C(=NC1)N)N)NC1=C(C(=CC=C1)C1=NN(C=N1)C)OC 5-bromo-N4-(2-methoxy-3-(1-methyl-1H-1,2,4-triazol-3-yl)phenyl)pyridine-2,3,4-triamine